4-(5-amino-2-fluorophenyl)-N2-(1-methyl-1H-pyrazol-4-yl)-5-(4-(trifluoromethyl)phenyl)pyrimidine-2,4-diamine NC=1C=CC(=C(C1)C1(NC(=NC=C1C1=CC=C(C=C1)C(F)(F)F)NC=1C=NN(C1)C)N)F